FC1=CC=C(C=C1)C1C(=C(C(N1C)=O)C(=O)OC)OC methyl 5-(4-fluorophenyl)-4-methoxy-1-methyl-2-oxo-2,5-dihydro-1H-pyrrole-3-carboxylate